N-[(3,5-difluoropyridin-2-yl)methyl]-2-((3S)-3-ethoxy[1,4'-bipiperidin]-1'-yl)-1,3-thiazole-5-carboxamide FC=1C(=NC=C(C1)F)CNC(=O)C1=CN=C(S1)N1CCC(CC1)N1C[C@H](CCC1)OCC